CN1N=C(C(=C1)NC1=NC=C(C(=N1)N1C=C(C2=CC(=CC=C12)N)C)F)C 1-[2-[(1,3-dimethylpyrazol-4-yl)amino]-5-fluoro-pyrimidin-4-yl]-3-methyl-indol-5-amine